2-[2-(6-chloropyridazin-3-yl)sulfanylethyl]malononitrile ClC1=CC=C(N=N1)SCCC(C#N)C#N